(5-chloro-2-methylpyrimidin-4-yl)methylamine ClC=1C(=NC(=NC1)C)CN